CN1C(N(C=2N=CN(C2C1=O)CC(=O)NCCC(=C(F)F)F)C)=O 2-(1,3-dimethyl-2,6-dioxo-1,2,3,6-tetrahydro-7H-purin-7-yl)-N-(3,4,4-trifluorobut-3-en-1-yl)acetamide